(3R,4S)-1-(4-(5-isopropyl-8-(3-(methylsulfonylmethyl)azetidin-1-yl)isoquinolin-3-ylamino)pyrimidin-2-yl)-4-methoxypiperidin-3-ol C(C)(C)C1=C2C=C(N=CC2=C(C=C1)N1CC(C1)CS(=O)(=O)C)NC1=NC(=NC=C1)N1C[C@H]([C@H](CC1)OC)O